1-((3R,5R,8S,9S,10R,13S,14S,17R)-10-fluoro-3-hydroxy-3,13-dimethylhexadecahydro-1H-cyclopenta[a]phenanthren-17-yl)-2-(3-(trifluoromethyl)-1H-pyrazol-1-yl)ethan-1-one F[C@]12[C@H]3CC[C@@]4([C@@H](CC[C@H]4[C@@H]3CC[C@@H]2C[C@](CC1)(C)O)C(CN1N=C(C=C1)C(F)(F)F)=O)C